C(C[C@@H](C(=O)[O-])NC(=O)C[C@@H](C(=O)N[C@@H](CC(=O)N[C@@H](CCC[NH+]=C(N)N)C(=O)[O-])C(=O)N[C@@H](CC(=O)N[C@@H](CCC[NH+]=C(N)N)C(=O)[O-])C(=O)[O-])[NH3+])C[NH+]=C(N)N The molecule is a zwitterion derived from (beta-Asp-Arg)n. Major microspecies at pH 7.3. It is a tautomer of a cyanophycin macromolecule.